4-(2-bromo-3-isopropyl-1H-indol-5-yl)-2-oxopiperidine-1-carboxylic acid tert-butyl ester C(C)(C)(C)OC(=O)N1C(CC(CC1)C=1C=C2C(=C(NC2=CC1)Br)C(C)C)=O